C(#N)C1(CCN(CC1)C1=C(C=NC2=C(C=C(C=C12)F)F)C(=O)N1CCN(CC1)S(=O)(=O)N(C)C)C 4-(4-(4-cyano-4-methylpiperidin-1-yl)-6,8-difluoroquinoline-3-carbonyl)-N,N-dimethylpiperazine-1-sulfonamide